O1COC2=C1C=CC=C2OC(CCNC)C2=CC=CC=C2 3-[(Benzo[d][1,3]dioxolan-4-yl)-oxy]-N-methyl-3-phenylpropylamine